ClC=1C(N(C(=CC1OCC1=NC=C(C=C1F)F)C)C1=CC(=NC=C1C)C(\C=C\N(C)C)=O)=O 3-chloro-4-[(3,5-difluoro-2-pyridinyl)methoxy]-1-[2-[(E)-3-(dimethylamino)prop-2-enoyl]-5-methyl-4-pyridinyl]-6-methyl-pyridin-2-one